OC(CNC(O[C@@H]1CC[C@H](CC1)C(N(C[C@@H]1CC[C@H](CC1)C1=NC(=C(C=C1)OC)C)C1=NC=CC(=C1)C=1N=C(OC1)C1CC1)=O)=O)(C)C trans-4-((4-(2-Cyclopropyloxazol-4-yl) pyridin-2-yl)((trans-4-(5-methoxy-6-methylpyridin-2-yl)cyclohexyl)methyl) carbamoyl)cyclohexyl (2-hydroxy-2-methylpropyl)carbamate